COC(=O)C1(CN(CCC1)C(=O)OCC1=CC=CC=C1)C1=NNN=C1 3-(2H-1,2,3-triazol-4-yl)piperidine-1,3-dicarboxylic acid 1-benzyl ester 3-methyl ester